FC1=CC(=C(OC2=C(C(=O)NC3=CC=C(C(=O)O)C=C3)C=CC(=C2)C(C(F)(F)F)(F)F)C=C1)OC 4-(2-(4-fluoro-2-methoxyphenoxy)-4-(perfluoroethyl)benzamido)benzoic acid